3-[(2-imino-2,3-dihydro-1,3-oxazol-3-yl)methyl]benzene-1,2-diamine N=C1OC=CN1CC1=C(C(=CC=C1)N)N